C(#N)C=1C=C(C=CC1)NC(C1=C(C=C(C=C1)C#C)OC1=C(C=C(C=C1)F)C)=O N-(3-cyanophenyl)-4-ethynyl-2-(4-fluoro-2-methylphenoxy)benzamide